P([O-])(=O)(N)N phosphordiamidate